1-(8-chloroimidazo[1,2-a]pyridin-6-yl)-3,3-dimethoxycyclobutane-1-carboxylic acid ClC=1C=2N(C=C(C1)C1(CC(C1)(OC)OC)C(=O)O)C=CN2